N[C@@H]1C[C@H](CC1)C(=O)NCCNC(C1=C(C=C(C=C1)NC=1C=2N(C=CN1)C(=CN2)C=2C(=NNC2)C(F)(F)F)CC)=O N-(2-((1S,3S)-3-aminocyclopentane-1-carboxamido)ethyl)-2-ethyl-4-((3-(3-(trifluoromethyl)-1H-pyrazol-4-yl)imidazo[1,2-a]pyrazin-8-yl)amino)benzamide